Methylen-bis(4,6-di-t-butylphenyl) phosphate sodium salt [Na+].P1(=O)(OC2=C(C=C(C=C2C(C)(C)C)C(C)(C)C)CC2=C(C(=CC(=C2)C(C)(C)C)C(C)(C)C)O1)[O-]